P(=O)(=O)[S] phospho-sulphur